n6-acetyllysine CC(=O)NCCCCC(C(=O)O)N